C(C)(C)(C)OC(=O)NCCCN(C(OC(C)(C)C)=O)CCCCO tert-butyl (3-((tert-butoxycarbonyl)amino)propyl)(4-hydroxybutyl)carbamate